Ethyl 2-ethyl-4-oxo-2,4,5,6-tetrahydrocyclopenta[c]pyrrole-1-carboxylate C(C)N1C(=C2C(=C1)C(CC2)=O)C(=O)OCC